C(C)(C)(C)OC(=O)N1CCC2(CNC2)CC1.ClC1=CC=CC2=C(C3=CC=CC=C3C(=C12)C#CC1=CC=CC=C1)C#CC1=CC=CC=C1 1-chloro-9,10-bis(phenylethynyl)anthracene tert-butyl-2,7-diazaspiro[3.5]nonane-7-carboxylate